2-amino-N-{(1S,2S)-2-[(4-{1-[4-(2-hydroxyethyl)piperazin-1-yl]-2,2-dimethyl-2,3-dihydro-1H-inden-5-yl}phenyl)methoxy]cyclopentyl}-5-(1-methyl-1H-pyrazol-4-yl)pyridine-3-carboxamide NC1=NC=C(C=C1C(=O)N[C@@H]1[C@H](CCC1)OCC1=CC=C(C=C1)C=1C=C2CC(C(C2=CC1)N1CCN(CC1)CCO)(C)C)C=1C=NN(C1)C